(S)-2-ethyl-6-((4-((2-hydroxy-1-phenylethyl)amino)-5-(3-(2-hydroxypropan-2-yl)-1,2,4-oxadiazol-5-yl)pyridin-2-yl)amino)-1-isopropyl-1,2-dihydro-3H-indazol-3-one C(C)N1N(C2=CC(=CC=C2C1=O)NC1=NC=C(C(=C1)N[C@H](CO)C1=CC=CC=C1)C1=NC(=NO1)C(C)(C)O)C(C)C